FC1=C(C=CC=C1)C=1C(=NC2=CC=C(C=C2C1C(=O)N)NC(=O)NCC(CC)O)C 3-(2-fluorophenyl)-6-(3-(2-hydroxybutyl)ureido)-2-methylquinoline-4-carboxamide